(S)-4-tert-butoxy-2-methyl-4-oxo-butyric acid C(C)(C)(C)OC(C[C@@H](C(=O)O)C)=O